C12(CC3CC(CC(C1)C3)C2)CCN2[C@@H]3CN([C@H](C2)C3)CCNC3=C2C(N(C(=NC2=CC=C3)C)C3C(NC(CC3)=O)=O)=O 3-(5-((2-((1S,4S)-5-(2-((3S,5S,7S)-adamantan-1-yl)ethyl)-2,5-diazabicyclo[2.2.1]heptan-2-yl)ethyl)amino)-2-methyl-4-oxoquinazolin-3(4H)-yl)piperidine-2,6-dione